hydrogen tartrate C(=O)(O)C(O)C(O)C(=O)[O-]